(3-fluoro-5-(1-(4-fluorophenyl)-1H-pyrazol-4-yl)phenyl)methanamine FC=1C=C(C=C(C1)C=1C=NN(C1)C1=CC=C(C=C1)F)CN